N-(3-(triethoxysilyl)propyl)buta-2,3-dienamide C(C)O[Si](CCCNC(C=C=C)=O)(OCC)OCC